C1(CC1)C(=O)N1[C@@H]2C[C@@H]2C[C@@H]1C#C cyclopropyl((1R,3R,5R)-3-ethynyl-2-azabicyclo[3.1.0]hexan-2-yl)methanone